N-(thiophen-2-ylsulfonyl)propionamide S1C(=CC=C1)S(=O)(=O)NC(CC)=O